ClC1=C(C(=CC=C1)C)N1CN(C2=NC(=NC=C2C1=O)NC1=CC(=C(C=C1)C1CCN(CC1)C)C)C 3-(2-chloro-6-methylphenyl)-1-methyl-7-((3-methyl-4-(1-methylpiperidin-4-yl)benzeneYl)amino)-2,3-dihydropyrimido[4,5-d]Pyrimidin-4(1H)-one